Oleyl ether ethyl-acetate C(C)OC(C)=O.C(CCCCCCC\C=C/CCCCCCCC)OCCCCCCCC\C=C/CCCCCCCC